N-[2-(4-bromoindazol-2-yl)ethyl]-3-(1,3-dioxoisoindolin-2-yl)propanamide BrC=1C2=CN(N=C2C=CC1)CCNC(CCN1C(C2=CC=CC=C2C1=O)=O)=O